4-(((5'-chloro-2'-((1-((2-(2,6-dioxopiperidin-3-yl)-7-fluoro-1-oxoisoindoline-5-yl)methyl)piperidin-4-yl)amino)-[2,4'-bipyridyl]-6-yl)amino)methyl)tetrahydro-2H-pyran-4-carbonitrile ClC=1C(=CC(=NC1)NC1CCN(CC1)CC=1C=C2CN(C(C2=C(C1)F)=O)C1C(NC(CC1)=O)=O)C1=NC(=CC=C1)NCC1(CCOCC1)C#N